BrC=1C(=C2N(CCN(C2=O)CC2=CC=C(C=C2)OC)C1CO)NC1=C(C(=CC=C1)Cl)C 7-bromo-8-((3-chloro-2-methylphenyl)amino)-6-(hydroxymethyl)-2-(4-methoxybenzyl)-3,4-dihydropyrrolo[1,2-a]pyrazin-1(2H)-one